CC1C(C(CC1)=O)CCCCCC methyl-2-hexyl-3-oxocyclopentane